[Cl-].C(CCCCCC\C=C/CCCCCCCC)N1CN(CC1)CCO 8(Z)-heptadecenyl-3-(2-hydroxyethyl)imidazoline Chloride